FC=1C=C(OCCN(CC[C@@H](C(=O)O)NC2=CC=NN2C)CCCCC2=NC=3NCCCC3C=C2)C=C(C1)F (S)-4-((2-(3,5-difluorophenoxy)ethyl)(4-(5,6,7,8-tetrahydro-1,8-naphthyridin-2-yl)butyl)amino)-2-((1-methyl-1H-pyrazol-5-yl)amino)butanoic acid